Iron-Silicon Hydroxide [Si](O)(O)(O)O.[Fe]